FC=1C(=C(C=C(C1)C1(CCOCC1)C)B(O)O)OC (3-fluoro-2-methoxy-5-(4-methyltetrahydro-2H-pyran-4-yl)phenyl)boronic acid